5-[4-(2-pyridyl)piperazin-1-yl]-1,3-dihydroimidazo[4,5-b]pyridin-2-one N1=C(C=CC=C1)N1CCN(CC1)C1=CC=C2C(=N1)NC(N2)=O